S1(CNC2=C1C=CC=C2)=S (3H)-Benzothiazolethione